C(#N)N1C[C@H](CC1)C(=O)NC=1N=CN(C1)C1=C(C=CC=C1)OC (S)-1-cyano-N-(1-(2-methoxyphenyl)-1H-imidazol-4-yl)pyrrolidine-3-carboxamide